(R)-6-(3-(3,5-difluorophenyl)isoxazolidin-2-yl)-N-(2-methoxy-5-(1-methyl-1H-pyrazol-4-yl)-4-morpholinophenyl)pyrimidin-4-amine FC=1C=C(C=C(C1)F)[C@@H]1N(OCC1)C1=CC(=NC=N1)NC1=C(C=C(C(=C1)C=1C=NN(C1)C)N1CCOCC1)OC